4-(2,3-difluoro-6-methoxyphenyl)-6-methyl-N-(5-(((tetrahydro-2H-pyran-3-yl)oxy)methyl)-1,3,4-thiadiazol-2-yl)nicotinamide (E)-4-Azidobut-2-en-1-yl-2-(2-chlorophenyl)acetate N(=[N+]=[N-])C/C=C/COC(CC1=C(C=CC=C1)Cl)=O.FC1=C(C(=CC=C1F)OC)C1=CC(=NC=C1C(=O)NC=1SC(=NN1)COC1COCCC1)C